C(\C=C/CC)C1CCCC(O1)=O (Z)-tetrahydro-6-(2-pentenyl)-2H-pyran-2-one